10-chloro-3-decenyloxydecyloxymethyl ether ClCCCCCCCC(CCOCOCOCCC(CCCCCCCCl)OC=CCCCCCCCC)OC=CCCCCCCCC